6-acetyl-4-(4-methoxy-4-methylpiperidin-1-yl)-2-oxo-1,2-dihydro-1,7-naphthyridine-3-carbonitrile C(C)(=O)C=1C=C2C(=C(C(NC2=CN1)=O)C#N)N1CCC(CC1)(C)OC